O=C1N(CC2=CC(=CC=C12)OC[C@@H]1NCCCC1)C1C(NC(CC1)=O)=O 3-(1-oxo-5-(((R)-piperidin-2-yl)methoxy)isoindoline-2-yl)piperidine-2,6-dione